FC(OC1=C(C=C(C=C1)S(=O)(=O)C(F)F)C1=NN(C=C1NC(=O)C=1C=NN2C1N=CC=C2)C)F N-(3-(2-(difluoromethoxy)-5-((difluoromethyl)sulfonyl)phenyl)-1-methyl-1H-pyrazol-4-yl)pyrazolo[1,5-a]pyrimidine-3-carboxamide